NC1=C2C(=NC=N1)N(N=C2C2=CC=C(C=C2)OC2=CC=CC=C2)CCN(C(C2=C(C(=C(C(=C2S(N)(=O)=O)F)F)F)F)=O)C N-(2-(4-amino-3-(4-phenoxyphenyl)-1H-pyrazolo[3,4-d]pyrimidin-1-yl)ethyl)-2,3,4,5-tetrafluoro-N-methyl-6-sulfamoylbenzamide